F[C@@H]1[C@@]2(CC[C@H](C[C@H]1OC=1N=NC(=CN1)C1=C(C=C(C=C1)N1N=C(N=N1)C)O)N2)C 2-(3-(((1S,2R,3R,5R)-2-fluoro-1-methyl-8-azabicyclo[3.2.1]octan-3-yl)oxy)-1,2,4-triazin-6-yl)-5-(5-methyl-2H-tetrazol-2-yl)phenol